C(C1=CC=CC=C1)(=O)OOCCCC butyl peroxybenzoate